1-Behenoyl-2-hydroxy-sn-glycero-3-phosphorylcholine C(CCCCCCCCCCCCCCCCCCCCC)(=O)OC[C@@H](OO)COP(=O)(O)OCC[N+](C)(C)C